NC=1C=CC(=NC1C)CNC(OC(C)(C)C)=O tert-butyl ((5-amino-6-methylpyridin-2-yl)methyl)carbamate